ClC=1C=CC(=C(C1)C(C)(C)O)C1=C(SC(=C1)C1=CC=CC=C1)C1=CC=CC=C1 2-[5-chloro-2-(2,5-diphenyl-thiophene-3-yl)phenyl]Propan-2-ol